N-(3,4-dichlorophenyl)-5,5-difluoro-1-(2-fluoro-5-(pyridin-4-yl)benzoyl)piperidine-3-carboxamide ClC=1C=C(C=CC1Cl)NC(=O)C1CN(CC(C1)(F)F)C(C1=C(C=CC(=C1)C1=CC=NC=C1)F)=O